1-(tetrahydro-2H-pyran-2-yl)-1H-indazol O1C(CCCC1)N1N=CC2=CC=CC=C12